3,4,5-tribromopyrazoleacetophenone BrC1(N=NC(=C1Br)Br)CC(=O)C1=CC=CC=C1